C[C@@H]1NC(O[C@@H]1C1=CC=CC=C1)=O (4S,5R)-4-methyl-5-phenyl-oxazolidin-2-one